C(C)(C)C1=CC=NN1 5-isopropyl-1H-pyrazole